C(#N)C1=NC(=NC(=C1)C)N1CCN(CC1)S(=O)(=O)C1=CC=C(C=C1)NC(=O)C1=C(C=CC=C1)NCC(=O)OCC ethyl 2-((2-((4-((4-(4-cyano-6-methylpyrimidin-2-yl)piperazin-1-yl)sulfonyl)phenyl)carbamoyl)phenyl)amino)acetate